CN1CC=2C=NC=C(C2C1=O)C=O 2-methyl-1-oxo-3H-pyrrolo[3,4-c]pyridine-7-carbaldehyde